13-Triacontenoic acid C(CCCCCCCCCCCC=CCCCCCCCCCCCCCCCC)(=O)O